ClC=1N=CC2=C(N1)N(C(C=C2)=O)CC2=CC=C(C=C2)C=2N(C=C(N2)C(F)(F)F)C(C)C 2-chloro-8-(4-(1-isopropyl-4-(trifluoromethyl)-1H-imidazol-2-yl)benzyl)pyrido[2,3-D]pyrimidin-7(8H)-one